CC(C)(C)C1=C(C(=C(C(=C1)C)CN1C(N(C(N(C1=O)CC1=C(C(=C(C=C1C)C(C)(C)C)O)C)=O)CC1=C(C(=C(C=C1C)C(C)(C)C)O)C)=O)C)O 1,3,5-tris[[4-(1,1-dimethylethyl)-3-hydroxy-2,6-dimethylphenyl]methyl]-1,3,5-triazine-2,4,6(1h,3h,5h)trione